C(CCCCCCC\C=C/C\C=C/CCCCC)(=O)OCC(CCOC(CCCN(CCC)CCC)=O)COC(CC12CC3CC(CC(C1)C3)C2)=O 2-((2-((3r,5r,7r)-adamantan-1-yl)acetoxy)methyl)-4-((4-(dipropylamino)butanoyl)oxy)butyl (9Z,12Z)-octadeca-9,12-dienoate